1-Bromo-2-Benzyloxy-propane BrCC(C)OCC1=CC=CC=C1